2-(2-((5-(1-aminoisoquinolin-7-yl)-2-cyclohexyl-2H-indazol-3-yl)methoxy)-4-methoxyphenyl)acetic acid NC1=NC=CC2=CC=C(C=C12)C1=CC2=C(N(N=C2C=C1)C1CCCCC1)COC1=C(C=CC(=C1)OC)CC(=O)O